Cl.N[C@@H](CCCNC(N)=N)C(=O)O L-Arginine-HCl